(E)-3-(2-(4-(4,4-difluorocyclohexane-1-carbonyl)piperazin-1-yl)phenyl)-N-hydroxyacrylamide FC1(CCC(CC1)C(=O)N1CCN(CC1)C1=C(C=CC=C1)/C=C/C(=O)NO)F